C1(CC1)C1=NC=NC(=C1C=1N=C(C=2C(N1)=NSN2)NCC2=CC=C(C=C2)C=2N(C=C(N2)C(F)(F)F)C(C)C)OC 5-(4-cyclopropyl-6-methoxypyrimidin-5-yl)-N-(4-(1-isopropyl-4-(trifluoromethyl)-1H-imidazol-2-yl)benzyl)-[1,2,5]thiadiazolo[3,4-d]pyrimidin-7-amine